O=C1NC=CC(=C1)C1C(CNC1)C#N 4-(2-oxo-1,2-dihydropyridin-4-yl)pyrrolidine-3-carbonitrile